(S)-7-((3-methoxyphenyl)(pyridin-4-yl)methoxy)chroman-4-one COC=1C=C(C=CC1)[C@@H](OC1=CC=C2C(CCOC2=C1)=O)C1=CC=NC=C1